bromopropyl-dimethyl-propoxysilane Racemic-ethyl-2-[4,10-bis(2-tert-butoxy-2-oxoethyl)-1,4,7,10-tetraazacyclododecan-1-yl]-3-{4-[2-(2-ethoxyethoxy)ethoxy]phenyl}propanoate C(C)OC([C@@H](CC1=CC=C(C=C1)OCCOCCOCC)N1CCN(CCNCCN(CC1)CC(OC(C)(C)C)=O)CC(=O)OC(C)(C)C)=O.BrCCC[Si](OCCC)(C)C |r|